3-(4-Methoxyphenyl)-1-[4-[(2,4-dihydroxy-alpha-methylbenzylidene)amino]phenyl]-2-propene-1-one COC1=CC=C(C=C1)C=CC(=O)C1=CC=C(C=C1)N=C(C1=C(C=C(C=C1)O)O)C